2,5-Dimethyl-2,5-Di-(Tert-Butylperoxy)Hexyn CC(C)(C#CC(C)(OOC(C)(C)C)C)OOC(C)(C)C